ClC=1C2=C(N=CN1)NC(=C2C2=NOC(=C2C(=O)OCC2=CC=CC=C2)C2CC2)C Benzyl 3-(4-chloro-6-methyl-7H-pyrrolo[2,3-d]pyrimidin-5-yl)-5-cyclopropylisoxazole-4-carboxylate